4-fluoro-2-hydroxy-7-isopropylcyclohepta-2,4,6-trien-1-one FC=1C=C(C(C(=CC1)C(C)C)=O)O